3-((2-ethoxy-2-oxo-N-(2-oxoethyl)acetamido)methyl)-6-phenylpyridazine 1-oxide C(C)OC(C(=O)N(CC=O)CC=1N=[N+](C(=CC1)C1=CC=CC=C1)[O-])=O